N1(N=CC2=CC=CC=C12)C=1C=CC(=NC1)N([C@@H]1C[C@H](CC1)N)C=1N=NC(=CN1)C (1S,3S)-N'-(5-(1H-Indazol-1-yl)pyridin-2-yl)-N3-(6-methyl-1,2,4-triazin-3-yl)cyclopentane-1,3-diamine